4-[[2-(2-Chlorophenyl)acetyl]amino]-N-(3-fluoro-1-bicyclo[1.1.1]pentanyl)pyridin ClC1=C(C=CC=C1)CC(=O)NC1=CCN(C=C1)C12CC(C1)(C2)F